5-(3,3-difluoropiperidin-1-yl)-5-oxopentanoic acid FC1(CN(CCC1)C(CCCC(=O)O)=O)F